5-trifluoromethyl-1,3-diaminobenzene FC(C=1C=C(C=C(C1)N)N)(F)F